C1(CC1)CN1C(=CC2=C1N(N=C2)C)C(=O)OCC ethyl 6-(cyclopropylmethyl)-1-methyl-1,6-dihydropyrrolo[2,3-c]pyrazole-5-carboxylate